4-chloro-N-(1-methyl-1H-pyrazol-4-yl)-1,3,5-triazin-2-amine ClC1=NC(=NC=N1)NC=1C=NN(C1)C